C(C)(C)OC=1C=2N(C=NC1C=1C=NNC1)N=C(N2)NC2=C1C=CN=CC1=C(C=C2)S(=O)(=O)Cl 5-{[8-isopropoxy-7-(1H-pyrazol-4-yl)-[1,2,4]triazolo[1,5-c]pyrimidin-2-yl]amino}isoquinoline-8-sulfonyl chloride